CC=1N=C(SC1CCO)CC1=NC(=NC=C1)C 2-(4-methyl-2-((2-methylpyrimidin-4-yl)methyl)thiazol-5-yl)ethan-1-ol